(pivaloyloxy)methyl 4-((6,7-dichloro-1,2,3,4-tetrahydronaphthalen-2-yl)oxy)-1H-1,2,3-triazole-5-carboxylate ClC=1C=C2CCC(CC2=CC1Cl)OC=1N=NNC1C(=O)OCOC(C(C)(C)C)=O